(E)-6-(4-(4-chlorophenyl)-4-oxobut-1-en-1-yl)-2,3-dihydro-1H-inden-1-one ClC1=CC=C(C=C1)C(C/C=C/C1=CC=C2CCC(C2=C1)=O)=O